FC(/C=C/[N+](CCCCC(=O)NCC1=CC2=CC=CC=C2C=C1)(C)[O-])(CC1=CC=CC2=CC=CC=C12)F (E)-N-(3,3-difluoro-4-(naphthalen-1-yl)but-1-en-1-yl)-N-methyl-5-((naphthalen-2-ylmethyl)amino)-5-oxopentan-1-amine oxide